C[C@H]1C[C@H]2[C@@H]3CC[C@@]([C@]3(C[C@@H]([C@@H]2[C@@]4(C1=CC(=O)C=C4)C)O)C)(C(=O)COC(=O)C)O The molecule is an acetate ester resulting from the formal condensation of the 21-hydroxy function of 6alpha-methylprednisolone compound with acetic acid. It has a role as an anti-inflammatory drug. It is a 20-oxo steroid, a 17alpha-hydroxy steroid, an 11beta-hydroxy steroid, a glucocorticoid, an acetate ester, a steroid ester, a 3-oxo-Delta(1),Delta(4)-steroid and a tertiary alpha-hydroxy ketone. It derives from a 6alpha-methylprednisolone.